CON1N=C(C=C(C1=O)B1OC(C(O1)(C)C)(C)C)C 2-methoxy-6-methyl-4-(4,4,5,5-tetramethyl-1,3,2-dioxaborolan-2-yl)pyridazin-3(2H)-one